5-bromo-3-methyleneindolone BrC=1C=C2C(C(NC2=CC1)=O)=C